[O-]CCCC.[Fe+2].[O-]CCCC IRON n-butoxide